N-((1R,3r,5S,6r)-3-(6-chloro-1H-indazol-4-yl)-3-hydroxybicyclo[3.1.0]hexan-6-yl)-1-methyl-1H-pyrazole-4-carboxamide ClC1=CC(=C2C=NNC2=C1)C1(C[C@H]2C([C@H]2C1)NC(=O)C=1C=NN(C1)C)O